O=C1NC(CCC1N1C(C2=CC=CC(=C2C=N1)NCCNC(OC(C)(C)C)=O)=O)=O tert-butyl (2-((2-(2,6-dioxopiperidin-3-yl)-1-oxo-1,2-dihydrophthalazin-5-yl)amino)ethyl)carbamate